(4-amino-1-methylimidazo[1,5-a]quinoxalin-8-yl)(2H-spiro[benzofuran-3,4'-piperidin]-1'-yl)methanone NC=1C=2N(C3=CC(=CC=C3N1)C(=O)N1CCC3(CC1)COC1=C3C=CC=C1)C(=NC2)C